FC(C(=O)O)(F)F.NCC1(CCC(CC1)SCC1=NC2=CC(=CC(=C2C(N1)=O)F)NC1CCCC1)F 2-(((trans-4-(aminomethyl)-4-fluorocyclohexyl)thio)methyl)-7-(cyclopentylamino)-5-fluoroquinazolin-4(3H)-one trifluoroacetate salt